7-bromo-6-iodo-2-[(2S)-2-methoxypropoxy]-8-[(1S)-1-phenylethoxy]quinoline BrC1=C(C=C2C=CC(=NC2=C1O[C@@H](C)C1=CC=CC=C1)OC[C@H](C)OC)I